(2R)-N-[3-(2-chloropyrimidin-4-yl)-1-{[2-(trimethylsilyl)ethoxy]methyl}-1H-indol-7-yl]-2-(4-methylpiperazin-1-yl)propionamide ClC1=NC=CC(=N1)C1=CN(C2=C(C=CC=C12)NC([C@@H](C)N1CCN(CC1)C)=O)COCC[Si](C)(C)C